CC=1C(=C(C=CC1)NC1=C(C(=CC=2C3=CC=CC=C3CC12)C1=CC=CC=C1)C1=CC=CC=C1)C (dimethylphenyl)(diphenylfluorenyl)amine